ClC1=CC=C(C=C1)C1=CC(=NC(=N1)C=1C=NC=CC1)N1C[C@H]([C@@H](C1)O)CC(=O)N ((3R,4S)-1-(6-(4-chlorophenyl)-2-(pyridin-3-yl)pyrimidin-4-yl)4-hydroxypyrrolidin-3-yl)acetamide